tert-butyl 6-(5-cyanopyrazolo[3,4-b]pyridin-1-yl)-4-(cyclopentylamino)pyridine-3-carboxylate C(#N)C=1C=C2C(=NC1)N(N=C2)C2=CC(=C(C=N2)C(=O)OC(C)(C)C)NC2CCCC2